C1([C@H](O)[C@@H](O)[C@H](O)[C@H](O1)CO)OC[C@H]([C@H]([C@@H]([C@H](C=O)O)O)O)O glucosyl-(1->6)-glucose